ethyl 2-(3-(1,4-dioxaspiro[4.5]decan-8-yloxy)isoxazol-5-yl)-3-methylbutanoate O1CCOC12CCC(CC2)OC2=NOC(=C2)C(C(=O)OCC)C(C)C